OC1=C(C(=NN1C1=NC=C(C(=C1)C)S(=O)(=N)C)C)C1=CC=C(C#N)C=C1 4-(5-hydroxy-3-methyl-1-(4-methyl-5-(S-methylsulfonimidoyl)pyridin-2-yl)-1H-pyrazol-4-yl)benzonitrile